S1C(CCCC1)S(=O)C1SCCCC1 thianyl sulfoxide